C(C)(C)C=1C(=CC2=C(N(C(N2)=O)[C@H]2CN(CCC2)C)C1)C=1C=C(C=2N(C1)N=CN2)OC (R)-6-Isopropyl-5-(8-methoxy-[1,2,4]triazolo[1,5-a]pyridin-6-yl)-1-(1-methylpiperidin-3-yl)-1,3-dihydro-2H-benzo[d]imidazol-2-on